ClC=1C=C2C(=NN1)NC[C@]1(N2C[C@H](C1)O)C (6aS,8S)-2-chloro-6a-methyl-5,6,6a,7,8,9-hexahydropyrrolo[1',2':4,5]pyrazino[2,3-c]pyridazin-8-ol